5,10,15,20-tetraphenyl-21H,23H-porphin manganese chloride [Cl-].[Mn+2].C1(=CC=CC=C1)C=1C2=CC=C(N2)C(=C2C=CC(C(=C3C=CC(=C(C=4C=CC1N4)C4=CC=CC=C4)N3)C3=CC=CC=C3)=N2)C2=CC=CC=C2.[Cl-]